3-chloro-1-methylpyrazole-4-carboxamide ClC1=NN(C=C1C(=O)N)C